(S)-2-Methyl-N-((2-(2,2,2-trifluoroethoxy)pyridin-4-yl)methyl)morpholine-4-carboxamide C[C@H]1CN(CCO1)C(=O)NCC1=CC(=NC=C1)OCC(F)(F)F